CN1N=NN=C1NC(C1=CN=C(C=C1)C(F)(F)F)=O N-(1-methyl-1H-tetrazol-5-yl)-6-(trifluoromethyl)nicotinamide